C1(=CC=C(C=C1)NC(=O)[C@@H]1CC[C@H]2N1C([C@H](CCC2)NC(=O)C2=CC=C1C=CC(=CC1=C2)C(F)(F)P(O)(O)=O)=O)C2=CC=CC=C2 ((7-(((3S,6S,9aS)-3-([1,1'-biphenyl]-4-ylcarbamoyl)-5-oxooctahydro-1H-pyrrolo[1,2-a]azepin-6-yl)carbamoyl)naphthalen-2-yl)difluoromethyl)phosphonic acid